N(C(=N)N)CCCCNC([C@H](CC(C)C)NC(=O)[C@@H]1[C@H](C1)C(=O)O)=O (1S,2S)-2-(((S)-1-((4-guanidinobutyl)amino)-4-methyl-1-oxopent-2-yl)carbamoyl)cyclopropanecarboxylic acid